ClC1=NC=C(C(=C1)Cl)Br 2,4-dichloro-5-bromo-pyridine